(S)-2-((S)-4-(tert-butoxycarbonyl)-4-azaspiro[2.4]heptane-5-yl)-2-(4-chlorophenyl)acetic acid C(C)(C)(C)OC(=O)N1C2(CC2)CC[C@H]1[C@@H](C(=O)O)C1=CC=C(C=C1)Cl